2-(2-isopropylpyridin-3-yl)-9-(4-(1-(oxetan-3-yl)-4-(trifluoromethyl)-1H-imidazol-2-yl)benzyl)-7,9-dihydro-8H-purin-8-one C(C)(C)C1=NC=CC=C1C1=NC=C2NC(N(C2=N1)CC1=CC=C(C=C1)C=1N(C=C(N1)C(F)(F)F)C1COC1)=O